(3S)-3-(2-(4-fluoro-1H-indazol-6-yl)-6-(methylcarbamoyl)-1H-benzo[d]imidazol-1-yl)-4,4-dimethylpentanoic acid FC1=C2C=NNC2=CC(=C1)C1=NC2=C(N1[C@@H](CC(=O)O)C(C)(C)C)C=C(C=C2)C(NC)=O